tert-butyl 2-[1-[4-[(2,6-dioxo-3-piperidyl)amino]-3-fluoro-phenyl]-4-hydroxy-4-piperidyl]acetate O=C1NC(CCC1NC1=C(C=C(C=C1)N1CCC(CC1)(O)CC(=O)OC(C)(C)C)F)=O